ClC1=CC(=NC(=N1)C=1C=NC=CC1)N1CCC(CC1)CO (1-(6-chloro-2-(pyridin-3-yl)pyrimidin-4-yl)piperidin-4-yl)methanol